C1(=CC=CC=C1)C1=NC(=NC(=N1)C1=CC=C(C=C1)B1OC(C(O1)(C)C)(C)C)C=1C=C(C#N)C=CC1 3-(4-phenyl-6-(4-(4,4,5,5-tetramethyl-1,3,2-dioxaborolan-2-yl)phenyl)-1,3,5-triazin-2-yl)benzonitrile